3-[2-[2-(2-aminoethoxy)ethoxy]ethoxy]-N,N-dibenzyl-2-fluoro-3-methyl-butan-1-amine NCCOCCOCCOC(C(CN(CC1=CC=CC=C1)CC1=CC=CC=C1)F)(C)C